ClC=1C=CC2=C(NC(=N2)C2=NNC(=C2)NC(C2=C(C=C(C=C2)NC2CCN(CC2)C)F)=O)C1 N-(3-(6-chloro-1H-benzo[d]imidazol-2-yl)-1H-pyrazol-5-yl)-2-fluoro-4-((1-methylpiperidin-4-yl)amino)benzamide